FC1=C(C=CC=C1C(F)(F)F)C(C(=O)N1CC2=C(N=C(NC2=O)C2(CC2)C=2C=NC=C(C2)C2=CC=CC=C2)CC1)O 6-(2-(2-fluoro-3-(trifluoromethyl)phenyl)-2-hydroxyacetyl)-2-(1-(5-phenylpyridin-3-yl)cyclopropyl)-5,6,7,8-tetrahydropyrido[4,3-d]pyrimidin-4(3H)-one